ethyl-2-acetoxy-2-methylacetoacetate C(C)OC(C(C(=O)C)(C)OC(C)=O)=O